C(C)(C)C=1NC=C(N1)I isopropyl-4-iodoimidazole